24-[hydroxy(2-methylphenyl)methyl]cholan-5(6)-en OC(CCC[C@@H](C)[C@H]1CC[C@H]2[C@@H]3CC=C4CCCC[C@]4(C)[C@H]3CC[C@]12C)C1=C(C=CC=C1)C